5-(2,6-Dimethylpiperazin-1-yl)-2-(2,6-dioxopiperidin-3-yl)-4,6-difluoroisoindoline CC1N(C(CNC1)C)C=1C(=C2CN(CC2=CC1F)C1C(NC(CC1)=O)=O)F